NC=1N=C(C(=NC1C1=CC=CC=2N(C=NC21)C)C(=O)N)NC2=CC=C(C=C2)N2CCOCC2 5-amino-6-(1-methylbenzimidazol-4-yl)-3-(4-morpholinoanilino)pyrazine-2-carboxamide